P(OCCOCCOCCCC)(OCCOCCOCCCC)OCCOCCOCCCC tri[2-(2-butoxyethoxy) ethyl] phosphite